(R)-N-((S)-1-((4-Carbamimidoylbenzyl)amino)-1-oxopropan-2-yl)-2-((4-(2-hydroxyethoxy)benzyl)amino)-4-phenylbutanamide Di-trifluoroacetate salt FC(C(=O)O)(F)F.FC(C(=O)O)(F)F.C(N)(=N)C1=CC=C(CNC([C@H](C)NC([C@@H](CCC2=CC=CC=C2)NCC2=CC=C(C=C2)OCCO)=O)=O)C=C1